4-amino-6-methyl-3-(3'-amino-4'-methyl-phenyl)-1,1,3-trimethylindan NC1=C2C(CC(C2=CC(=C1)C)(C)C)(C)C1=CC(=C(C=C1)C)N